C(C)(=O)OC1C(OC(C(C1OC(C)=O)OC(C)=O)OC1=CC=C(C=C1)CO)COC(C)=O 2-(acetoxymethyl)-6-(4-(hydroxymethyl)phenoxy)tetrahydro-2H-pyran-3,4,5-triyl triacetate